OC(CNC=1OC2=C(C=C(C=C2C(C1)=O)C)[C@@H](C)NC1=C(C(=O)O)C=CC=C1)(C)C (R)-2-((1-(2-((2-hydroxy-2-methylpropyl)amino)-6-methyl-4-oxo-4H-chromen-8-yl)ethyl)amino)benzoic acid